ClC1=C(C(=CC=C1)F)C1=NOC(=C1COCC1(CCN(CC1)C1=CC=C2C(=CN(C2=C1)CC)C(=O)OC)F)C1CC1 methyl 6-(4-(((3-(2-chloro-6-fluorophenyl)-5-cyclopropylisoxazol-4-yl) methoxy) methyl)-4-fluoropiperidin-1-yl)-1-ethyl-1H-indole-3-carboxylate